4-bromo-6-cyclopropyl-1,3-benzothiazol-2-amine BrC1=CC(=CC2=C1N=C(S2)N)C2CC2